BrC1=CC2=C(C=N1)N=NN2C 6-bromo-1-methyl-1H-[1,2,3]triazolo[4,5-c]pyridine